4-cyano-N-[4-(3-cyanophenyl)-5-(2,6-dimethyl-4-pyridinyl)thiazol-2-yl]-4-(hydroxymethyl)piperidine-1-carboxamide C(#N)C1(CCN(CC1)C(=O)NC=1SC(=C(N1)C1=CC(=CC=C1)C#N)C1=CC(=NC(=C1)C)C)CO